Methyl (E)-3-(4-(2-chloroacetamido)-3-(((1-(cyanomethyl)cyclopropyl)methyl)amino) phenyl)acrylate ClCC(=O)NC1=C(C=C(C=C1)/C=C/C(=O)OC)NCC1(CC1)CC#N